Ethyl 3-chloro-6-(2,3-dichlorophenyl)-5-methoxypyrazine-2-carboxylate ClC=1C(=NC(=C(N1)OC)C1=C(C(=CC=C1)Cl)Cl)C(=O)OCC